FC1=C(C=CC=C1)NC1=NC(=CC2=C1N(C=N2)C(C)C)C2=CC=C1C(=C2)N(C(C12CCNCC2)=O)C2CC(C2)N(C)C 6-{4-[(2-FLUOROPHENYL)AMINO]-3-ISOPROPYLIMIDAZO[4,5-C]PYRIDIN-6-YL}-1-[(1S,3S)-3-(DIMETHYLAMINO)CYCLOBUTYL]SPIRO[INDOLE-3,4'-PIPERIDIN]-2-ONE